1,2,6,7-diepoxyheptane C1C(O1)CCCC2CO2